(±)-4-(dodecylthio)-4-(2,6,6-trimethyl-1-cyclohexen-1-yl)-2-butanone C(CCCCCCCCCCC)S[C@H](CC(C)=O)C1=C(CCCC1(C)C)C |r|